ClC=1C=C(C=CC1)[C@H]1[C@@H](CN(CC1)C(=O)C=1C=2N(C=CC1)C=NC2)NC(=O)C=2NC(=CN2)C(C)C N-((3S,4S)-4-(3-chlorophenyl)-1-(imidazo[1,5-a]pyridine-8-carbonyl)piperidin-3-yl)-5-isopropyl-1H-imidazole-2-carboxamide